Bis(4-cyanobenzyl)(2E,4E,6E,8E,10E,12E,14E)-2,6,11,15-tetramethylhexadecane C(#N)C1=CC=C(CC(C(CCCC(CCCCC(CCCC(C)C)C)C)C)CC2=CC=C(C=C2)C#N)C=C1